Cl.FC=1C(=C(C=CC1F)C1CCN(CC1)C(=O)C=1C2=C(NN1)CNC2)C(F)(F)F (4-(3,4-difluoro-2-(trifluoromethyl)phenyl)piperidin-1-yl)(1,4,5,6-tetrahydropyrrolo[3,4-c]pyrazol-3-yl)methanone hydrochloride salt